N[C@H](C(=O)N1[C@@H](CC(C1)(C)C)C(=O)NNC[C@H]1C(NCC1)=O)[C@H](CC)C (2S)-1-[(2S,3S)-2-amino-3-methyl-pentanoyl]-4,4-dimethyl-N'-[[(3S)-2-oxopyrrolidin-3-yl]methyl]pyrrolidine-2-carbohydrazide